6-Chloro-3-[[(1R)-1-[2-(5-cyano-3-pyridyl)-3,6-dimethyl-4-oxo-chromen-8-yl]ethyl]amino]-N-methylsulfonyl-pyridine-2-carboxamide ClC1=CC=C(C(=N1)C(=O)NS(=O)(=O)C)N[C@H](C)C=1C=C(C=C2C(C(=C(OC12)C=1C=NC=C(C1)C#N)C)=O)C